1-(1-isocyanato-1-methylethyl)-4-isopropenyl-benzene N(=C=O)C(C)(C)C1=CC=C(C=C1)C(=C)C